methyl 1-(2-cyclopropyl-4-(1-(2,6-dichlorophenyl)azetidin-3-yl)benzyl)piperidine-4-carboxylate C1(CC1)C1=C(CN2CCC(CC2)C(=O)OC)C=CC(=C1)C1CN(C1)C1=C(C=CC=C1Cl)Cl